COC1=C(C=C(C=N1)C(CON1C(C2=CC=CC=C2C1=O)=O)C)C(F)(F)F 2-(2-(6-methoxy-5-(trifluoromethyl)pyridin-3-yl)propoxy)isoindoline-1,3-dione